methyl 7-(naphthalen-1-ylmethyl)-5-oxo-8-(3-(trifluoromethyl)phenyl)-2,3-dihydro-5H-thiazolo[3,2-a]pyridine-3-carboxylate C1(=CC=CC2=CC=CC=C12)CC=1C(=C2N(C(C1)=O)C(CS2)C(=O)OC)C2=CC(=CC=C2)C(F)(F)F